CN(C1=C(C(=O)NCC2=CC(=CC=C2)C=2SC=CN2)C=C(C=C1)NC(C(C)C)=O)C 2-(dimethylamino)-5-isobutyrylamino-N-(3-(thiazol-2-yl)benzyl)benzamide